OC1=C(C(C(C(C1(CC=C(C)C)CC=C(C)C)=O)(CC=C(C)C)CC=C(C)C)=O)C(C(C)C)=O 5-hydroxy-2,2,6,6-tetrakis(3-methylbut-2-en-1-yl)-4-(2-methylpropanoyl)cyclohex-4-ene-1,3-dione